3-(2-(piperidin-1-yl)ethoxy)benzamide N1(CCCCC1)CCOC=1C=C(C(=O)N)C=CC1